NC1=NN(C(=C1)C1=CC(=C(C#N)C=C1)F)C1=CC(=CC=C1)N1CCN(CC1)C 4-(3-amino-1-(3-(4-methylpiperazin-1-yl)phenyl)-1H-pyrazol-5-yl)-2-fluorobenzonitrile